C(C)OC(CC1=CC=CC2=C1O[C@@H](CN2C)C=2C=C(C1=C(C=CO1)C2)C2=CC(=CC=C2)CN)=O |r| (±)-2-(2-(7-(3-(Aminomethyl)phenyl)benzofuran-5-yl)-4-methyl-3,4-dihydro-2H-benzo[b][1,4]oxazin-8-yl)acetic acid ethyl ester